IC=1C=NN(C1C)CC1(CCCCCC1)OCCCO 3-(1-((4-iodo-5-methyl-1H-pyrazol-1-yl)methyl)cycloheptyloxy)propan-1-ol